5-propylthio-benzimidazole-2-carbamic acid C(CC)SC1=CC2=C(N=C(N2)NC(=O)O)C=C1